CC=1C=CC2=C(N=CS2)C1 5-methylbenzo[d]thiazol